N[C@H](C)C=1C=C(C=C2C(C(=C(OC12)C=1C(=NN(C1)C)F)C)=O)C 8-[(1R)-1-Aminoethyl]-2-(3-fluoro-1-methyl-pyrazol-4-yl)-3,6-dimethyl-chromen-4-one